3-(2-{[(4aS,7aR)-1-methyl-octahydro-1H-cyclopenta[b]pyridin-4a-yl]methoxy}-7-bromo-8-fluoroquinazolin-4-yl)-3,8-diazabicyclo[3.2.1]octane-8-carboxylic acid tert-butyl ester C(C)(C)(C)OC(=O)N1C2CN(CC1CC2)C2=NC(=NC1=C(C(=CC=C21)Br)F)OC[C@]21[C@H](N(CCC2)C)CCC1